C1(CCC1)OC=1C(=CC(=C(C1)N1CCC(CC1)N1CCN(CC1)C(=O)OC(C)(C)C)C=1C=NN(C1)C)[N+](=O)[O-] tert-butyl 4-(1-(5-cyclobutoxy-2-(1-methyl-1H-pyrazol-4-yl)-4-nitrophenyl)piperidin-4-yl)piperazine-1-carboxylate